FC=1C=C(C#N)C=C(C1)[C@H]1N(OCC1)C(=O)[C@@H]1CC[C@H](CC1)CC1=CC(=C(C=C1)CCO)F trans-3-fluoro-5-[(3S)-2-[4-[[3-fluoro-4-(2-hydroxyethyl)phenyl]methyl]cyclohexanecarbonyl]isoxazolidin-3-yl]benzonitrile